C(C)(=O)C=1C=2N(C(=NC1)N(C(OC(C)(C)C)=O)CC1=C(C=CC3=C1CCO3)F)C=C(N2)C#N tert-butyl (8-acetyl-2-cyanoimidazo[1,2-c]pyrimidin-5-yl)((5-fluoro-2,3-dihydrobenzofuran-4-yl)methyl)carbamate